1-(2-((4-(dimethylamino) butanoyl) oxy)-3-((6-((2-hexyldecanoyl) oxy) hexanoyl) oxy) propyl) 7-(heptadecan-9-yl) pimelate C(CCCCCC(=O)OC(CCCCCCCC)CCCCCCCC)(=O)OCC(COC(CCCCCOC(C(CCCCCCCC)CCCCCC)=O)=O)OC(CCCN(C)C)=O